C(C)(C)(C)OC(N[C@@H]1C2=C(OC13CCN(CC3)C3=C(N=C1C(=N3)N(N=C1I)C1OCC1)C)C=CC(=C2)F)=O N-[(3R)-5-fluoro-1'-[3-iodo-5-methyl-1-(oxetan-2-yl)-1H-pyrazolo[3,4-b]pyrazin-6-yl]-3H-spiro[1-benzofuran-2,4'-piperidin]-3-yl]carbamic acid tert-butyl ester